C(C1=CC=CC=C1)S(=O)(=O)OC=1C=C(C=CC1)NC(=O)NC1=CC=C(C=C1)OS(=O)(=O)CCCC N-[3-(benzylsulfonyloxy)phenyl]-N'-[4-(butanesulfonyloxy)phenyl]urea